CC1=CC=CC2=CC=C(C=C12)C(CC)C 1-methyl-7-(1-methylpropyl)-naphthalene